BrC1=C(C=C2C=NN(C(C2=C1)=O)C)OC 7-bromo-6-methoxy-2-methylphthalazin-1-one